[I-].C[C@H](C1=CC=CC=C1)[NH3+] R-(+)-α-methylbenzyl-ammonium iodide